OC=1N=NC=2CCCCC2C1C(=O)[O-] 3-hydroxy-5,6,7,8-tetrahydrocinnoline-4-carboxylate